5-(2-azabicyclo[2.2.2]octan-5-yl)pyrrolo[2,1-f][1,2,4]triazin-4-amine C12NCC(C(C1)C=1C=CN3N=CN=C(C31)N)CC2